CC1=C(C(=C(C(=C1S(=O)(=O)F)C(C)(C)C)S(=O)(=O)F)C)S(=O)(=O)F 2,6-dimethyl-4-t-butyl-trifluorosulfonyl-benzene